N1C(=NC=C1)CC(=O)N[C@@H]1CC[C@H](CC1)C(=O)N(C[C@@H]1CC[C@H](CC1)C1=CC(=C(C=C1)OC)C)C1=CC(=CC=C1)C1=CN=C(S1)C1CC1 trans-4-(2-(1H-Imidazol-2-yl)acetamido)-N-(3-(2-cyclopropylthiazol-5-yl)phenyl)-N-((trans-4-(4-methoxy-3-methylphenyl)cyclohexyl)methyl)cyclohexanecarboxamide